FC(C1=CC=C(C=N1)[C@@H]1NCCOC1)(F)F (3S)-3-[6-(trifluoromethyl)-3-pyridyl]morpholin